fluorobenzene compound with nitric acid [N+](=O)(O)[O-].FC1=CC=CC=C1